2-aminoethyl methacrylate C(C(=C)C)(=O)OCCN